C(=O)(OC(C)(C)C)N1C[C@@H](CCC1)CN (S)-1-Boc-3-(aminomethyl)piperidine